FC1(CCN(CCC1)C=1N=NC(=C(C1C(=O)NC=1C=C(C=CC1)[S@@](=O)(C)=NC(CN(C(OC(C)(C)C)=O)C)=O)C)C(F)(F)F)F tert-butyl (S)-(2-(((3-(3-(4,4-difluoroazepan-1-yl)-5-methyl-6-(trifluoromethyl)pyridazine-4-carboxamido)phenyl)(methyl)(oxo)-λ6-sulfaneylidene)amino)-2-oxoethyl)(methyl)carbamate